tert-butyl 4-(2-(1,3-dihydroisobenzofuran-5-yl)-7-ethyl-3-(hydroxymethyl)-5-oxo-5,8-dihydroimidazo[1,2-a]pyrimidin-6-yl)piperazine-1-carboxylate C1OCC2=CC(=CC=C12)C=1N=C2N(C(C(=C(N2)CC)N2CCN(CC2)C(=O)OC(C)(C)C)=O)C1CO